trixylyl borate B(OC1=C(C(=CC=C1)C)C)(OC1=C(C(=CC=C1)C)C)OC1=C(C(=CC=C1)C)C